ClC1=NC=CC=C1C1=NC(C(C2=CC=CC=C12)(F)F)(C)C 1-(2-chloro-3-pyridyl)-4,4-difluoro-3,3-dimethyl-isoquinoline